OC1=C(C=C(C=C1C)C1(CC(CC(C1)C)(C)C)C1=CC(=C(C(=C1)C)O)C)C 1,1-bis(4-hydroxy-3,5-dimethylphenyl)-3,3,5-trimethylcyclohexane